(S)-4-(4-(1-cyclopropyl-1H-pyrazol-4-yl)piperidin-2-yl)benzoate C1(CC1)N1N=CC(=C1)C1C[C@H](NCC1)C1=CC=C(C(=O)[O-])C=C1